3β,5α,6β-trihydroxycholanoyl-glycine O[C@@H]1C[C@@]2([C@@H](C[C@H]3[C@@H]4CC[C@H]([C@@H](CCC(=O)NCC(=O)O)C)[C@]4(CC[C@@H]3[C@]2(CC1)C)C)O)O